cerium octylbenzenesulfonate C(CCCCCCC)OS(=O)(=O)C1=CC=CC=C1.[Ce]